Imidazo[1,2-b]Pyridazin-6-amine sulfate S(=O)(=O)(O)O.N=1C=CN2N=C(C=CC21)N